2-[4-(8-bromo-3-methyl-2-oxo-2,3-dihydro-imidazo[4,5-c]quinolin-1-yl)-phenyl]-2-methyl-propionitrile BrC1=CC=2C3=C(C=NC2C=C1)N(C(N3C3=CC=C(C=C3)C(C#N)(C)C)=O)C